4,5-dibromopyrimidine BrC1=NC=NC=C1Br